CN(C[C@@H](C)NC(=O)C1=NC=CC2=C(C=3N(C=4C(=CC=CC4C3C=C21)OC)C)C)C (R)-N-(1-(dimethylamino)propan-2-yl)-7-methoxy-5,6-dimethyl-6H-pyrido[4,3-b]carbazole-1-carboxamide